C(C)(C)(C)C=1C(=NC(=NC1CN(C)CC1=CC=C(C=C1)OC)N(C(O)=O)C(=O)OC(C)(C)C)N(C1=CC(=CC=C1)OC)C(=O)OC(C)(C)C.C(=C)C1N(C(OC1)=O)C 4-vinyl-methyl-oxazolidinone tert-butyl-(tert-butoxycarbonyl)(4-((tert-butoxycarbonyl)(3-methoxyphenyl)amino)-6-(((4-methoxybenzyl)(methyl)amino)methyl)pyrimidin-2-yl)carbamate